((2-((2-bromo-2'-methyl-3'-(3-morpholinopropoxy)-[1,1'-biphenyl]-3-yl)methoxy)-4,6-dimethoxypyrimidin-5-yl)methyl)-L-proline BrC1=C(C=CC=C1COC1=NC(=C(C(=N1)OC)CN1[C@@H](CCC1)C(=O)O)OC)C1=C(C(=CC=C1)OCCCN1CCOCC1)C